FC1=CC2=C(N(N=N2)C2=CC=C(C=C2)N2CCN(CC2)S(=O)(=O)C)C(=C1O)F 5,7-Difluoro-1-(4-(4-(methylsulfonyl)piperazin-1-yl)phenyl)-1H-benzo[d][1,2,3]triazol-6-ol